N-[5-(2-cyanopyrimidin-5-yl)-4-fluoro-2-[rac-(3R)-3,4-dimethylpiperazin-1-yl]phenyl]-4-(difluoromethyl)-1-methyl-6-oxopyridine-3-carboxamide C(#N)C1=NC=C(C=N1)C=1C(=CC(=C(C1)NC(=O)C1=CN(C(C=C1C(F)F)=O)C)N1C[C@H](N(CC1)C)C)F |r|